ClC=1C=NC(=C(C(=O)NC2CCC(CC2)CN2C(N(C3=C2C=CC=C3)CCC=3C=NN(C3)C)=O)C1)C(F)(F)F 5-chloro-N-((1r,4r)-4-((3-(2-(1-methyl-1H-pyrazol-4-yl)ethyl)-2-oxo-2,3-dihydro-1H-benzo[d]imidazol-1-yl)methyl)cyclohexyl)-2-(trifluoromethyl)nicotinamide